1-(cyclopropylmethyl)imidazole C1(CC1)CN1C=NC=C1